C(C)(C)(C)OC(C1=CC=C(C=C1)NC([C@H](CC1=CC=C(C=C1)C1=COC=C1)N)=O)=O (S)-4-(2-amino-3-(4-(furan-3-yl)phenyl)propionamido)benzoic acid tert-butyl ester